2-[1-(2,2,2-trifluoroethyl)-1H-pyrazolo[3,4-b]pyrazin-6-yl]-6-[6-(trifluoromethyl)pyridin-3-yl]-2,6-diazaspiro[3.5]nonane FC(CN1N=CC=2C1=NC(=CN2)N2CC1(C2)CN(CCC1)C=1C=NC(=CC1)C(F)(F)F)(F)F